[2-(6-azaspiro[2.5]oct-6-yl)-4-bromophenyl]-N-[8-(4,4-difluoropiperidinyl)-7-fluoro-2-hydroxy(6-quinolinyl)]carboxamide C1CC12CCN(CC2)C2=C(C=CC(=C2)Br)C(=O)NC=2C=C1C=CC(=NC1=C(C2F)N2CCC(CC2)(F)F)O